COC=1C=NC2=C(C=C(C=C2N1)C#N)B1OC(C(O1)(C)C)(C)C 3-methoxy-8-(4,4,5,5-tetramethyl-1,3,2-dioxaborolan-2-yl)quinoxaline-6-carbonitrile